C(C=1C(O)=CC=CC1)[SiH2][O-] salicyl-silanolate